5-amino-N-(2,6-dioxopiperidin-3-yl)quinoline-8-carboxamide NC1=C2C=CC=NC2=C(C=C1)C(=O)NC1C(NC(CC1)=O)=O